C(C(C)C)(=O)OC1=NC2=CC(=CC=C2C=C1)OCCCCN1CCN(CC1)C1=CC=CC=2SC=CC21 7-(4-(4-(benzo[b]thiophen-4-yl)piperazin-1-yl)butoxy)quinolin-2-yl isobutyrate